C(=O)O.FC1(CCC2=C(C=CC=C12)C(C)NC1=NC(=NC2=CC=C(C=C12)N(C=1C=C(C(=NC1)OC)CC(=O)N(C)C)C)C)F 2-(5-((4-((1-(1,1-difluoro-2,3-dihydro-1H-indene-4-yl)ethyl)amino)-2-methylquinazolin-6-yl)(methyl)amino)-2-methoxypyridin-3-yl)-N,N-dimethylacetamide Formate salt